C1(CC(CCC1)CO)CO 3-cyclohexanedimethanol